C(C)(C)(C)OC(=O)N1C2CN(CC1CC2)C2=NC(=NC1=C(C(=C(C=C21)Cl)Br)F)OC[C@H]2N(CCC2)C 3-(7-bromo-6-chloro-8-fluoro-2-(((S)-1-methylpyrrolidin-2-yl)methoxy)quinazolin-4-yl)-3,8-diazabicyclo[3.2.1]Octane-8-carboxylic acid tert-butyl ester